1-t-Butoxycarbonyl-[4-(4-trifluoromethoxyphenoxy)]piperidine zinc [Zn].C(C)(C)(C)OC(=O)N1CCC(CC1)OC1=CC=C(C=C1)OC(F)(F)F